((1S,2R,4R)-2-hydroxy-4-[2-[(1R)-1-hydroxyethyl]-1H-imidazo[4,5-d]thieno[3,2-b]pyridin-1-yl]cyclohexyl)acetonitrile O[C@H]1[C@@H](CC[C@H](C1)N1C(=NC=2C1=C1C(=NC2)C=CS1)[C@@H](C)O)CC#N